CN(CC=CC(=O)NC1=CC(=CC=C1)C(=O)C1=CNC2=CC(=CC=C12)OC)C 4-(dimethylamino)-N-(3-(6-methoxy-1H-indole-3-carbonyl)phenyl)but-2-enamide